P(O)(=O)(OP(=O)(O)OP(=O)(O)O)OC[C@@H]1[C@H](C[C@@H](O1)N1C=NC=2C(N)=NC(=NC12)Cl)O 2-chloro-2'-deoxyadenosine triphosphate